N1C(C=CCC1)=O 5,6-diHydropyridine-2(1H)-one